ClC1=NC(=NC(=N1)N[C@@H](C(F)(F)F)C)N[C@@H](C(F)(F)F)C 6-Chloro-N2,N4-bis((R)-1,1,1-trifluoropropan-2-yl)-1,3,5-triazine-2,4-diamine